C(#N)C1=CC=C(C=C1)C12CC3(CC(CC(C1)C3)C2)C2=CC=C(C=C2)C#N 1,3-bis(4-cyanophenyl)adamantane